FC(C1=CC=C2C(=CC=NC2=C1)C(=O)NCC(=O)OC(C)(C)C)F tert-Butyl (7-(difluoromethyl)quinoline-4-carbonyl)glycinate